(1S,7S,8S)-8-Fluoro-2-(2,7,8-trichloropyrido[4,3-d]pyrimidin-4-yl)-5-oxa-2-azabicyclo[5.1.0]octane F[C@H]1[C@@H]2COCCN([C@H]12)C=1C2=C(N=C(N1)Cl)C(=C(N=C2)Cl)Cl